COC1N(C2=CC=CC=C2C1(C)OC)C(=O)C1=CC2=CC=CC=C2C=C1 (2,3-dimethoxy-3-methylindol-1-yl)(naphthalen-2-yl)methanone